2,11-dibromo-5,8,14-tris(4-bromobutyl)-8,14-dihydro-5H-pyrrolo[3,2-b:4,5-b']dicarbazole BrC=1C=C2C=3C=C4C(=CC3N(C2=CC1)CCCCBr)C1=CC=2N(C=3C=CC(=CC3C2C=C1N4CCCCBr)Br)CCCCBr